NC1=NC=NN2C1=C(C=C2C=2CN(CC2)C(=O)OC)N2C[C@@H](CCC2)NC(=O)C2=NN(C1=CC=C(C=C21)C#N)C2OCCCC2 methyl 3-(4-amino-5-((3R)-3-(5-cyano-1-(tetrahydro-2H-pyran-2-yl)-1H-indazole-3-carboxamido) piperidin-1-yl) pyrrolo[2,1-f][1,2,4]triazin-7-yl)-2,5-dihydro-1H-pyrrole-1-carboxylate